C(C)(=O)N1CCC2(CC1)CC(C1=CC(=CC=C12)C1=CC=C2C=CN=C(C2=C1)N)OC1=C(C(=CC=C1)C)CC(=O)O 2-(2-((1'-acetyl-5-(1-aminoisoquinolin-7-yl)-2,3-dihydrospiro[indene-1,4'-piperidin]-3-yl)oxy)-6-methylphenyl)acetic acid